2-(3-(trifluoromethyl)phenyl)-4-(4-(trifluoromethyl)phenyl)thiazole FC(C=1C=C(C=CC1)C=1SC=C(N1)C1=CC=C(C=C1)C(F)(F)F)(F)F